1-(3-((tert-butoxycarbonyl)(methyl)amino)cyclobutyl)-5-fluoro-1H-pyrrolo[2,3-b]pyridine-3-carboxylic acid C(C)(C)(C)OC(=O)N(C1CC(C1)N1C=C(C=2C1=NC=C(C2)F)C(=O)O)C